(2-aminoethyl)AminoPropyltrimethoxysilan NCCNCCC[Si](OC)(OC)OC